N-[(3S)-9-fluoro-2-oxo-5-phenyl-2,3-dihydro-1H-1,4-benzodiazepin-3-yl]-4-{6-[(propan-2-yl)amino]pyridin-3-yl}-7-oxa-2,3-diazatricyclo[6.2.1.02,6]undeca-3,5-diene-5-carboxamide FC1=CC=CC=2C(=N[C@@H](C(NC21)=O)NC(=O)C=2C(=NN1C3CCC(OC21)C3)C=3C=NC(=CC3)NC(C)C)C3=CC=CC=C3